Pentanedioic acid, dimethyl ester C(CCCC(=O)OC)(=O)OC